CN(CC(=O)O)S(=O)(=O)C1=CC=C(C)C=C1 methyl-tosyl-glycine